5-(1-(5-fluoropyridin-2-yl)ethoxy)imidazo[1,2-a]pyridine-3-carbonitrile FC=1C=CC(=NC1)C(C)OC1=CC=CC=2N1C(=CN2)C#N